6-(4-amino-1-isopropyl-pyrazolo[3,4-d]pyrimidin-3-yl)-N-(1-methylpyrazol-3-yl)-1H-indole-2-carboxamide NC1=C2C(=NC=N1)N(N=C2C2=CC=C1C=C(NC1=C2)C(=O)NC2=NN(C=C2)C)C(C)C